C(C)N1C[C@@H](CCC1)N1C(NC2=C1C=C(C(=C2)C=2C=C(C=1N(C2)N=CN1)OC)C(F)(F)F)=O (R)-1-(1-ethylpiperidin-3-yl)-5-(8-methoxy-[1,2,4]triazolo[1,5-a]pyridin-6-yl)-6-(trifluoromethyl)-1,3-dihydro-2H-benzo[d]imidazol-2-one